N1=CN=CC(=C1)CNC(=O)[C@@H]1CC12CCN(CC2)C(=O)OC(C(F)(F)F)C(F)(F)F |r| 1,1,1,3,3,3-hexafluoro-propan-2-yl (±)-1-((pyrimidin-5-ylmeth-yl)carbamoyl)-6-azaspiro-[2.5]octane-6-carboxylate